FC(C1=CC=C(C=N1)C1=C(N(C2=NC=C(C=C21)C2=CC=C(CN1CC(CCC1)O)C=C2)S(=O)(=O)C2=CC=C(C)C=C2)CC)F 1-(4-(3-(6-(difluoromethyl)pyridin-3-yl)-2-ethyl-1-tosyl-1H-pyrrolo[2,3-b]pyridin-5-yl)benzyl)piperidin-3-ol